4-amino-N-((5-chloro-4-methylpyridin-2-yl)methyl)-N'-(cyclopropanecarbonyl)-N',1-dimethyl-1H-pyrazolo[4,3-c]quinoline-8-carbohydrazide NC1=NC=2C=CC(=CC2C2=C1C=NN2C)C(=O)N(N(C)C(=O)C2CC2)CC2=NC=C(C(=C2)C)Cl